O1C(=NN=C1)OC(=O)N1CC2CC(C1)C2 1,3,4-oxadiazol-2-yl-3-azabicyclo[3.1.1]heptane-3-carboxylate